N-ethyl-N-(2-hydroxyethyl)-p-toluidine C(C)N(C1=CC=C(C=C1)C)CCO